ClC1=NC=C(C(=N1)NC(CC)CC)F 2-chloro-5-fluoro-N-(pent-3-yl)pyrimidin-4-amine